(2R)-N-((R)-(3-chloro-2,4-difluorophenyl)(3-(trifluoromethyl)bicyclo[1.1.1]-pentan-1-yl)methyl)-2-methyl-3-oxopiperazine-1-carboxamide ClC=1C(=C(C=CC1F)[C@H](NC(=O)N1[C@@H](C(NCC1)=O)C)C12CC(C1)(C2)C(F)(F)F)F